CCCCC(CCCCC)O 1-Methyl-4-n-nonanol